CC=1C(=C(C=C(C1)C(F)(F)F)O)C=1N=NC(=CC1)N[C@H]1CNCCC1 (R)-3-Methyl-2-(6-(piperidin-3-ylamino)pyridazin-3-yl)-5-(trifluoromethyl)phenol